benzyl 3-(methanesulfonylaminomethyl)-2-methyl-piperidine-1-carboxylate CS(=O)(=O)NCC1C(N(CCC1)C(=O)OCC1=CC=CC=C1)C